1-amino-4-(4-((5-methylpyridin-2-yl)Carbamoyl)phenyl)-1H-imidazole-5-carboxamide NN1C=NC(=C1C(=O)N)C1=CC=C(C=C1)C(NC1=NC=C(C=C1)C)=O